(R)-N-((1R,2R)-3-(azetidin-1-yl)-1-(8-fluoro-2,3-dihydrobenzo[b][1,4]dioxin-6-yl)-1-hydroxypropan-2-yl)-1-(2-chlorobenzo[b]thiophen-6-yl)pyrrolidine-3-carboxamide N1(CCC1)C[C@H]([C@H](O)C1=CC2=C(OCCO2)C(=C1)F)NC(=O)[C@H]1CN(CC1)C=1C=CC2=C(SC(=C2)Cl)C1